4-[3-(4,4,5,5-tetramethyl-1,3,2-dioxaborolan-2-yl)phenyl]morpholine CC1(OB(OC1(C)C)C=1C=C(C=CC1)N1CCOCC1)C